BrC1=CC(=C(C=O)C=C1)OCCOC1=NC(=CC=C1)Cl 4-bromo-2-(2-((6-chloropyridin-2-yl)oxy)ethoxy)benzaldehyde